C(C)(C)(C)OC(=O)NC1=NN2C(CN(CCC2)C(=O)OC(C)(C)C)=C1C tert-butyl 2-((tert-butoxycarbonyl)amino)-3-methyl-7,8-dihydro-4H-pyrazolo[1,5-a][1,4]diazepine-5(6H)-carboxylate